2-naphthylbenzene-boronic acid C1=C(C=CC2=CC=CC=C12)C1=C(C=CC=C1)B(O)O